N-(5-((4-chlorobenzyl)oxy)-1,3,4-thiadiazol-2-yl)-3-(2-cyanophenyl)isonicotinamide ClC1=CC=C(COC2=NN=C(S2)NC(C2=C(C=NC=C2)C2=C(C=CC=C2)C#N)=O)C=C1